C(C)N1N=NC2=C1C=CC(=C2C)C(CC(=O)O)C2=CC=C1CCN(CC1=C2)C(=O)C2=NN1C(C=CC=C1)=C2 3-(1-ethyl-4-methyl-1H-benzo[d][1,2,3]triazol-5-yl)-3-(2-(pyrazolo[1,5-a]pyridine-2-carbonyl)-1,2,3,4-tetrahydroisoquinolin-7-yl)propanoic acid